N-((1-(3-fluorophenyl)-1H-1,2,4-triazol-5-yl)methyl)-N-methyl-2-(4-(2-((tetrahydro-2H-pyran-2-yl)oxy)ethoxy)pyridin-2-yl)-6,7-dihydro-5H-cyclopenta[d]pyrimidin-4-amine FC=1C=C(C=CC1)N1N=CN=C1CN(C=1C2=C(N=C(N1)C1=NC=CC(=C1)OCCOC1OCCCC1)CCC2)C